2,6-naphthalenediol C1=C(C=CC2=CC(=CC=C12)O)O